BrC=1C(=C(C(C(=O)OCC)=CC1)C(=O)OC)C 1-ethyl 2-methyl 4-bromo-3-methylphthalate